S1C(=CC=C1)C1=CC=C(C(=N1)N)N 6-(thiophen-2-yl)pyridine-2,3-diamine